BrC=1C(=NN2C1COC(C2)C(F)(F)F)C2=CC=C(C=C2)F 3-Bromo-2-(4-fluorophenyl)-6-(trifluoromethyl)-6,7-dihydro-4H-pyrazolo[5,1-c][1,4]oxazine